C1(=CC=CC=C1)SC1=C(C#N)C=CN=C1 3-(phenylsulfanyl)isonicotinonitrile